methyl 2-((4-chloro-2-(2-((methylsulfonyl)oxy) ethyl)phenyl)sulfonamido)-3-(6-fluoro-2,3-dimethylphenyl)butanoate ClC1=CC(=C(C=C1)S(=O)(=O)NC(C(=O)OC)C(C)C1=C(C(=CC=C1F)C)C)CCOS(=O)(=O)C